NC=1C=2N(C(=C(N1)C1=CC=C(C=C1)F)C=1C=CC=3N(C1)C(=CN3)C)C=C(N2)C(=O)NC23CC(C2)(C3)C(C)O 8-amino-6-(4-fluorophenyl)-N-[3-(1-hydroxyethyl)bicyclo[1.1.1]pentan-1-yl]-5-{3-methylimidazo[1,2-a]pyridin-6-yl}imidazo[1,2-a]pyrazine-2-carboxamide